(3-(7-chloro-3-(2,2,2-trifluoroethyl)pyrazolo[1,5-a]pyridin-2-yl)prop-2-yn-1-yl)-1-isopropyl-1H-pyrazole-4-carboxamide ClC1=CC=CC=2N1N=C(C2CC(F)(F)F)C#CCC2=NN(C=C2C(=O)N)C(C)C